CC(CC)OC(=O)N1C(CCCC1)CCO 2-(2-hydroxyethyl)-1-piperidinecarboxylic acid 1-methylpropyl ester